C1=CC=C(C=2C3=CC=CC=C3NC12)CC(=O)C1=CC=CC=C1 4-carbazolylacetophenone